CC(C)(C)OC(NC1CN(C2=CC=CC=C2C1)C1=CC(=C(C=C1)Cl)Cl)=O N-[1-(3,4-dichlorophenyl)-1,2,3,4-tetrahydro-3-quinolinyl]-carbamic acid 1,1-dimethylethyl ester